N-[(1R)-1-[3-(1,1-difluoro-2-hydroxy-ethyl)-2-fluoro-phenyl]ethyl]-5-methyl-1-[5-(3-methyltriazol-4-yl)-3-pyridyl]-6-oxo-pyridazine-3-carboxamide FC(CO)(F)C=1C(=C(C=CC1)[C@@H](C)NC(=O)C1=NN(C(C(=C1)C)=O)C=1C=NC=C(C1)C=1N(N=NC1)C)F